(R or S)-N-(5-fluoro-6-(4-(3-methyl-1-oxido-1,2-thiazinan-3-yl)-1H-imidazol-1-yl)pyridin-3-yl)-2-(5-methyl-3-(trifluoromethyl)-1H-pyrazol-1-yl)acetamide FC=1C=C(C=NC1N1C=NC(=C1)C1(N[S@@](CCC1)=O)C)NC(CN1N=C(C=C1C)C(F)(F)F)=O |o1:14|